4-(1,3-dioxan-2-yl)benzaldehyde O1C(OCCC1)C1=CC=C(C=O)C=C1